ClC1=CC=C(C=C1)C(=CC(=O)[O-])C.[Na+] sodium 3-p-chlorophenyl-2-butenoate